CC1=CC=C(C=C1)OO[SH4]N1C=C(C=2C1=NC=C(C2)C2=CC=C(C=C2)N2CCN(CC2)C)C=2N(N=CC2)C(C)C 1-[(4-methylphenyl)dioxy-λ6-sulfanyl]-5-[4-(4-methylpiperazin-1-yl)phenyl]-3-[2-(propan-2-yl)pyrazol-3-yl]pyrrolo[2,3-b]pyridine